methyl 4-(4-allylpiperidin-1-yl)-2-bromo-5-(4-(2-(4,4-difluoro-3-vinylpiperidin-1-yl)-6-methylpyrimidin-4-yl)-1H-1,2,3-triazol-1-yl)benzoate C(C=C)C1CCN(CC1)C1=CC(=C(C(=O)OC)C=C1N1N=NC(=C1)C1=NC(=NC(=C1)C)N1CC(C(CC1)(F)F)C=C)Br